4-(4-chlorobenzyl)piperidine tert-Butyl-5-(2-(phenylamino)pyrimidine-4-carbonyl)hexahydropyrrolo[3,4-c]pyrrole-2(1H)-carboxylate C(C)(C)(C)OC(=O)N1CC2CN(CC2C1)C(=O)C1=NC(=NC=C1)NC1=CC=CC=C1.ClC1=CC=C(CC2CCNCC2)C=C1